CN(S(=O)(=O)C1=CC=C(C=C1)S(=O)(=O)NC1=C(C=CC(=C1)C)N1CC(CCC1)C)C N1,N1-dimethyl-N4-(5-methyl-2-(3-methylpiperidin-1-yl)phenyl)benzene-1,4-disulfonamide